3-(((7-(2-Aminopyrimidin-4-yl)-2,3-dihydrofuro[3,2-c]pyridin-4-yl)amino)methyl)-N-(2-ethoxyethyl)benzamid NC1=NC=CC(=N1)C=1C2=C(C(=NC1)NCC=1C=C(C(=O)NCCOCC)C=CC1)CCO2